C1(CC1)C1=NOC(=C1CN1CC2(CN(C2)C(=O)N2CC3(C2)CC(C3)N3N=C(N=C3)C3(CC3)O)C1)C [6-[(3-cyclopropyl-5-methyl-isoxazol-4-yl)methyl]-2,6-diazaspiro[3.3]heptan-2-yl]-[6-[3-(1-hydroxycyclopropyl)-1,2,4-triazol-1-yl]-2-azaspiro[3.3]heptan-2-yl]methanone